1-(3-Chlorophenyl)-2-methyl-5-((4-(methylsulfonyl)phenoxy)methyl)piperazine ClC=1C=C(C=CC1)N1C(CNC(C1)COC1=CC=C(C=C1)S(=O)(=O)C)C